1-[(2S)-oxan-2-yl]cyclobutane-1-carboxylic acid O1[C@@H](CCCC1)C1(CCC1)C(=O)O